C(=C)(C)[C@@H]1CCC(=C[C@H]1C1=C(C=C(C=C1O)CCCCC)O)C 2-[(1R,6R)-6-isopropenyl-3-methylcyclohexan-2-en-1-yl]-5-pentylbenzene-1,3-diol